N,N-dimethylcyanamide CN(C#N)C